C1(CC1)[C@H](N[S@@](=O)C(C)(C)C)C1OC=CCC1 (S)-N-[(S)-cyclopropyl(3,4-dihydro-2H-pyran-2-yl)methyl]-2-methyl-propane-2-sulfinamide